5-ethyl-7,9,9,13-tetramethyl-5-[(1E)-1-propen-1-yl]-4,6-dioxa-tetracyclo[6.5.1.01,10.03,7]tetradecane C(C)C1(OC2CC34C(C(C(C2(O1)C)C4)(C)C)CCC3C)\C=C\C